FC1([C@H](CC(CC1)C(C(=O)O)C)C1=CNC(C=C1)=O)F 2-((3R)-4,4-difluoro-3-(6-oxo-1,6-dihydropyridin-3-yl)cyclohexyl)propanoic acid